C(CC(C)C)#N Isovaleronitril